C(C)(C)(C)OC(=O)N1C2CN(CC1CC2)C2=NC(=NC1=C(C(=C(C=C21)C=C)C2=CC(=CC1=CC=CC=C21)OCOC)F)Cl.N2C(=CC=C2)C2C([N-]C=C2)=O pyrryl-N-pyrrolidone tert-butyl-3-[2-chloro-8-fluoro-7-[3-(methoxymethoxy)-1-naphthyl]-6-vinyl-quinazolin-4-yl]-3,8-diazabicyclo[3.2.1]octane-8-carboxylate